4-(3-((5-(5-(Difluoromethyl)-1,3,4-oxadiazol-2-yl)pyridin-2-yl)methyl)-2-oxo-2,3-dihydrobenzo[d]thiazol-6-yl)piperidine-1-carboxylic acid tert-butyl ester C(C)(C)(C)OC(=O)N1CCC(CC1)C1=CC2=C(N(C(S2)=O)CC2=NC=C(C=C2)C=2OC(=NN2)C(F)F)C=C1